C(C=C)N1C(C2=C(C(=C1)C1=NC3=CC=C(C=C3C=C1)C1=CC=C(C=C1)OCCN1[C@@H](C(N(CC1)C)=O)C)C=CN2S(=O)(=O)C2=CC=C(C)C=C2)=O (R)-6-allyl-4-[6-[4-(2-(2,4-dimethyl-3-oxopiperazin-1-yl)ethoxy)phenyl]quinolin-2-yl]-1-tosyl-1H-pyrrolo[2,3-c]pyridin-7(6H)-one